2-chloro-N-(3-(2,2-difluoroacetamido)-2,4-difluorophenyl)-5-nitrobenzamide ClC1=C(C(=O)NC2=C(C(=C(C=C2)F)NC(C(F)F)=O)F)C=C(C=C1)[N+](=O)[O-]